cholestan-3-yl-2,4-diaminophenyl ether CC(C)CCC[C@@H](C)[C@H]1CC[C@H]2[C@@H]3CCC4CC(CC[C@]4(C)[C@H]3CC[C@]12C)C=1C(=C(C=CC1N)OC1=C(C(=C(C=C1)N)C1CC2CC[C@H]3[C@@H]4CC[C@H]([C@@H](CCCC(C)C)C)[C@]4(CC[C@@H]3[C@]2(CC1)C)C)N)N